4-fluoro-N-{[6-fluoro-5-(1-methylcyclopropyl)pyridin-2-yl](phenyl)methyl}-1-[2-(1H-indol-2-yl)acetyl]pyrrolidine-2-carboxamide FC1CC(N(C1)C(CC=1NC2=CC=CC=C2C1)=O)C(=O)NC(C1=CC=CC=C1)C1=NC(=C(C=C1)C1(CC1)C)F